PYRIDO[2,3-D]PYRIMIDINE-2,4(1H,3H)-DIONE N1C(NC(C2=C1N=CC=C2)=O)=O